2,6-dihydroxy-4-(2-methyloctan-2-yl)-N-(pyrimidin-4-yl)benzamide OC1=C(C(=O)NC2=NC=NC=C2)C(=CC(=C1)C(C)(CCCCCC)C)O